COC1=C2C(=CNC2=CC=C1)SC#N 4-Methoxy-3-thiocyano-1H-indole